sodium 6-amino-9-(5-((aminomethyl)carbamoyl)-2-carboxyphenyl)-3-iminio-3H-xanthene-4,5-disulfonate NC1=C(C=2OC3=C(C(C=CC3=C(C2C=C1)C1=C(C=CC(=C1)C(NCN)=O)C(=O)O)=[NH2+])S(=O)(=O)[O-])S(=O)(=O)[O-].[Na+]